N=1C=NN2C1C1=C(C(=C2)C(CC(C)C)=O)CCC1 1-(8,9-Dihydro-7H-cyclopenta[c][1,2,4]triazolo[1,5-a]pyridin-6-yl)-3-methylbutan-1-one